ClC=1C(N(C(=CC1[C@@H]1[C@H](C1)C1=CC=C(C=C1)F)C)C1=CC(=NC=C1C)N1N=C(C=C1)C(=O)N(C)C)=O 1-(3-chloro-4-((1S,2S)-2-(4-fluorophenyl)cyclopropyl)-5',6-dimethyl-2-oxo-2H-[1,4'-bipyridin]-2'-yl)-N,N-dimethyl-1H-pyrazole-3-carboxamide